C(C)(C)(C)[C@@]1(N(CCC(C1)O)C(=O)OC[C@H]1O[C@H]([C@H](C1)F)N1C2=NC=NC(=C2N=C1)N)C ((2S,4S,5R)-5-(6-amino-9H-purin-9-yl)-4-fluorotetrahydrofuran-2-yl)methanol tert-butyl-(2R)-4-hydroxy-2-methylpiperidine-1-carboxylate